7-(cyclopentylamino)-5-fluoroquinazolin-4(3H)-one C1(CCCC1)NC1=CC(=C2C(NC=NC2=C1)=O)F